N,N,N',N'-tetramethylchloroformamidinium CN(C(=[N+](C)C)Cl)C